1-[1-(2-fluoroacryloyl)azetidin-3-yl]-7-[3-(1-methylhexahydropyridin-4-yl)-1,2,4-oxadiazol-5-yl]-3-[6-(trifluoromethyl)pyridin-3-yl]-2,3-dihydro-1H-imidazo[5,4-b]pyridin-2-one FC(C(=O)N1CC(C1)N1C(N(C2=NC=CC(=C21)C2=NC(=NO2)C2CCN(CC2)C)C=2C=NC(=CC2)C(F)(F)F)=O)=C